2-(2-hydroxyethyl)-10,10-dimethyl-9-oxo-2-azaspiro[5.5]undec-7-ene-8-carbonitrile OCCN1CC2(CCC1)C=C(C(C(C2)(C)C)=O)C#N